ClC1=CC=C(CNC(=O)NC2=CC=C(C=C2)CN2C[C@@H](CC2)S(=O)(=O)C)C=C1 (R)-1-(4-chlorobenzyl)-3-(4-((3-(methylsulfonyl)pyrrolidin-1-yl)methyl)phenyl)urea